O=C1NC(CCC1C=1C=CC(=NC1)NC1CCN(CC1)C(=O)C1CCC(CC1)C(=O)O)=O (1s,4s)-4-(4-((5-(2,6-dioxopiperidin-3-yl)pyridin-2-yl)amino)piperidine-1-carbonyl)cyclohexane-1-carboxylic acid